C(O)(O)=O.Cl hydrochloric acid carbonate